2-(3-fluorophenyl)quinoline-7-carbonyl chloride FC=1C=C(C=CC1)C1=NC2=CC(=CC=C2C=C1)C(=O)Cl